O[C@@H](CCCCCC)C1CCC(CC1)C1=CC=C(C=C1)O (S)-4-(4-(1-hydroxyheptyl)cyclohexyl)phenol